Methyl 4-(prop-1-en-2-yl)-1-((2-(trimethylsilyl)ethoxy)methyl)-1H-pyrazole-3-carboxylate C=C(C)C=1C(=NN(C1)COCC[Si](C)(C)C)C(=O)OC